C1=C(C=CC=C1C1=CC=CC(=C1)C1CCC2=CC=3CC=CC3C=C12)C1CCC2=CC=3CC=CC3C=C12 6,6'-biphenyl-2,2'-diylbis-1,2,3,5-tetrahydro-s-indacene